C(C1=CC=CC=C1)OC(NCC1CCOCC1)=O ((tetrahydro-2H-pyran-4-yl)methyl)carbamic acid benzyl ester